2-methyl-3-(4-tert-butylphenyl)propanol CC(CO)CC1=CC=C(C=C1)C(C)(C)C